C(C)OC(=O)C1N(CCC1)P(=O)(OC1=CC=CC=C1)OC1=CC=C(C=C1)[N+](=O)[O-] 1-((4-nitrophenoxy)(phenoxy)phosphoryl)pyrrolidine-2-carboxylic acid ethyl ester